2-(2'-carbamoyl-3-(dimethylcarbamoyl)-[1,1'-biphenyl]-4-yl)acetic acid C(N)(=O)C1=C(C=CC=C1)C1=CC(=C(C=C1)CC(=O)O)C(N(C)C)=O